2-(8,8-bis(tert-butoxycarbonyl)-6,7,8,9-tetrahydronaphtho[1,2-d][1,3]dioxol-6-yl)acetic acid C(C)(C)(C)OC(=O)C1(CC(C=2C=CC3=C(OCO3)C2C1)CC(=O)O)C(=O)OC(C)(C)C